C(#C)[C@@H]1CN(CCO1)C=O ((R)-2-ethynylmorpholinyl)methanone